C(#N)N1CC2=C(C=C(C=C2C1)C(=O)NC)C1=C(C=C(C=C1)C#N)C#N 2-cyano-7-(2,4-dicyanophenyl)-N-methylisoindoline-5-carboxamide